[C].[B] boron compound with carbon